BrC1=CC=NC2=C1OC[C@@H](C(N2C)=O)NC(=O)C2=NC=CC(=C2)OC2=CC=CC=C2 (S)-N-(9-bromo-5-methyl-4-oxo-2,3,4,5-tetrahydropyrido[3,2-b][1,4]oxazepin-3-yl)-4-phenoxypyridineamide